C1(=C2N(C=N1)CCC2)C(C(NC=2SC=CN2)=O)N2N=C1C(=C(C=CC1=C2)C=2C=CC(=NC2)N2CC1(C2)CN(C1)CC(=O)O)F 2-[2-[5-[2-[1-(6,7-dihydro-5H-pyrrolo[1,2-c]imidazol-1-yl)-2-oxo-2-(thiazol-2-ylamino)ethyl]-7-fluoro-indazol-6-yl]-2-pyridinyl]-2,6-diazaspiro[3.3]heptan-6-yl]acetic acid